N-(3-(4'-(2-(3-Oxomorpholino)ethoxy)-4,5,5',6'-tetrahydro-2H-spiro[furan-3,8'-pyrano[3,4-b]pyridin]-2'-yl)-1H-pyrrolo[2,3-c]pyridin-5-yl)acetamide O=C1COCCN1CCOC1=C2C(=NC(=C1)C1=CNC3=CN=C(C=C31)NC(C)=O)C3(OCC2)COCC3